chloro-2-methoxy-6-(1H-pyrazol-1-yl)pyrimidine ClC1=NC(=NC(=C1)N1N=CC=C1)OC